N1[C@H](CCCC1)CO (2R)-2-piperidinemethanoL